6-(2-chlorophenyl)-5-ethynyl-2-{[2-methoxy-4-(4-methylpiperazin-1-yl)phenyl]amino}-8-methylpyrido[2,3-d]pyrimidin-7-one ClC1=C(C=CC=C1)C1=C(C2=C(N=C(N=C2)NC2=C(C=C(C=C2)N2CCN(CC2)C)OC)N(C1=O)C)C#C